2-(1-(2-(aminomethyl)phenyl)-1H-pyrazol-4-yl)propan-2-ol NCC1=C(C=CC=C1)N1N=CC(=C1)C(C)(C)O